(E)-N'-hydroxy-N-(4-methoxyphenyl)benzimidamide O/N=C(\C1=CC=CC=C1)/NC1=CC=C(C=C1)OC